ClCC1=NC(NN1)=O 5-(chloromethyl)-1,2-dihydro-3H-1,2,4-triazol-3-one